CN(S(=O)(=O)N1CCNCC1)C 4-(N,N-dimethylsulfamoyl)piperazin